CC(CN1CCOCC1)(C)NC(=O)C=1C=2C[C@@H]3[C@H](C2N(N1)C(C)(C)C)C3 (1aR,5aR)-2-tert-Butyl-1a,2,5,5a-tetrahydro-1H-2,3-diaza-cyclopropa[a]pentalene-4-carboxylic acid (1,1-dimethyl-2-morpholin-4-yl-ethyl)-amide